ClC1=CC=C(C=C1)N1CC(CC1=O)C(=O)NC=1SC(=CN1)C(F)(F)F 1-(4-chlorophenyl)-5-oxo-N-(5-(trifluoromethyl)thiazol-2-yl)pyrrolidine-3-carboxamide